[N+](=[N-])=CC(=O)C1(CN(C2=CC=CC=C12)C(=O)OC(C)(C)C)C tert-butyl 3-(2-diazoacetyl)-3-methylindoline-1-carboxylate